CC=1C=2C(C(=NN1)N[C@H](C)C1=CC(=CC=C1)C(F)(F)F)=CNC(C2)=O 1-methyl-4-[[(1R)-1-[3-(trifluoromethyl)phenyl]ethyl]amino]-6H-pyrido[3,4-d]pyridazin-7-one